C12N(CC(CC1)CC2)CCNC(=O)C=2C=C(C(=NC2)C)NC(=O)C=2C=NN1C2SC(=C1)C=1C=NN(C1)CC(=O)N N-(5-((2-(2-azabicyclo[2.2.2]octan-2-yl)ethyl)carbamoyl)-2-methylpyridin-3-yl)-2-(1-(2-amino-2-oxoethyl)-1H-pyrazol-4-yl)pyrazolo[5,1-b]thiazole-7-carboxamide